ClC=1C(=C(C=C(C1)F)[C@H](C)N1C(C(CC1)O)=O)COC=1C=CC=C2C(=CC(=NC12)C)C1=NC=NN1C (e)-1-((s)-1-(3-Chloro-5-fluoro-2-((2-methyl-4-(1-methyl-1H-1,2,4-triazol-5-yl)quinolin-8-yloxy)methyl)phenyl)ethyl)-3-hydroxypyrrolidin-2-one